CC1=C(C(=CS1)C(=O)O)C1=CC=CC=C1 5-methyl-4-phenylthiophene-3-carboxylic acid